ClC=1C=C(C=CC1F)N1CCOCC(COC2=CC3=C1C=CN=C3C=C2)NC(C=C)=O N-[1-(3-chloro-4-fluorophenyl)-2,3,6,7-tetrahydro-1H,5H-9,11-ethenopyrido[4,3-e][1,9,4]dioxazacyclododecin-6-yl]propenamide